O1C(=CC=C1)C1=NN2C(N=C(C=C2)N2CCNCC2)=C1C#N (2-furyl)-5-piperazin-1-yl-pyrazolo[1,5-a]pyrimidine-3-carbonitrile